CC1(C(C(=CC2(CN(CCO2)C(=O)C=2N=CN(C2)C)C1)C#N)=O)C 10,10-dimethyl-4-(1-methyl-1H-imidazole-4-carbonyl)-9-oxo-1-oxa-4-azaspiro[5.5]undec-7-ene-8-carbonitrile